bis-ethyl-1-butanamide p-toluenesulfonylhydrazone CC1=CC=C(C=C1)S(=O)(=O)NN=C(C(CC)(CC)CC)N